N1=NC=CC=C2C1=C1C(C=C2)=NC=C1 pyrrolobenzo-diazepine